6-(3,4-dihydroquinolin-1(2H)-yl)-3,4-dihydroisoquinolin N1(CCCC2=CC=CC=C12)C=1C=C2CCN=CC2=CC1